(R)-7-[2-[3-(8-aminopyrido[3,4-d]pyrimidin-2-yl)phenyl]ethynyl]-5,6-dihydro-cyclopenta[b]pyridin-7-ol NC1=NC=CC2=C1N=C(N=C2)C=2C=C(C=CC2)C#C[C@@]2(CCC=1C2=NC=CC1)O